(R)-4-amino-N,N-dimethylpent-2-ynamide N[C@@H](C#CC(=O)N(C)C)C